BrC1=CC(=C(C#N)C=C1)C=O 4-bromo-2-formyl-benzonitrile